C(#N)C=1C=C(C=CC1F)NC(=NO)C=1C(=NON1)SC[C@H](C)NC(C)=O N-[(1S)-2-({4-[N-(3-cyano-4-fluorophenyl)-N'-hydroxycarbamimidoyl]-1,2,5-oxadiazol-3-yl}sulfanyl)-1-methylethyl]acetamide